C(N)(OC([2H])([2H])C=1N=C2N(C=C(C=C2N2C(N(C(C2)=O)C)=O)C2CC2)C1C(C)(C)C)=O tert-butyl((6-cyclopropyl-8-(3-methyl-2,4-dioxoimidazolidin-1-yl)imidazo[1,2-a]pyridin-2-yl)methyl-d2) carbamate